2-(1-(3,5-dichlorophenyl)-2-(ethylsulfonyl)-7-(trifluoromethyl)indol-3-yl)-3-methyl-6-(trifluoromethyl)-3H-imidazo[4,5-b]pyridine ClC=1C=C(C=C(C1)Cl)N1C(=C(C2=CC=CC(=C12)C(F)(F)F)C1=NC=2C(=NC=C(C2)C(F)(F)F)N1C)S(=O)(=O)CC